N1,N1,N2-tris(2-(3-carboxy-5-bromo-2-methoxybenzamido)ethyl)-N2-(2-(3-carboxy-5-bromo-N-(6-ethoxy-6-oxohexyl)-2-methoxybenzamido)ethyl)ethane-1,2-diamine-2HCl Cl.Cl.C(=O)(O)C=1C(=C(C(=O)NCCN(CCN(CCN(C(C2=C(C(=CC(=C2)Br)C(=O)O)OC)=O)CCCCCC(=O)OCC)CCNC(C2=C(C(=CC(=C2)Br)C(=O)O)OC)=O)CCNC(C2=C(C(=CC(=C2)Br)C(=O)O)OC)=O)C=C(C1)Br)OC